FC=1C=2N(C=CC1N)N=CN2 8-fluoro-[1,2,4]triazolo[1,5-a]pyridin-7-amine